8-(trifluoromethyl)-5H-chromeno[4,3-c]quinolin-2-ol FC(C=1C=CC2=C(C1)OCC1=C2C=NC=2C=C(C=CC12)O)(F)F